5-((2R,3S)-2-methyl-3-((methylsulfonyl)methyl)azetidin-1-yl)-2-(methylsulfanyl)-8-(prop-1-en-2-yl)quinazoline C[C@H]1N(C[C@@H]1CS(=O)(=O)C)C1=C2C=NC(=NC2=C(C=C1)C(=C)C)SC